methyl-1',2'-dihydrospiro[cyclopropane-1,3'-pyrrolo[3,2-b]pyridine] CN1CC2(C3=NC=CC=C31)CC2